C(C)(=O)C=1C=C(C=CC1)C(C#N)(C)C 2-(3-acetylphenyl)-2-methylpropanenitrile